N[C@@H]1[C@H]([C@@H]([C@H]([C@@H](C1)N)O)O)O[C@H]1O[C@@H](CC[C@H]1N)[C@@H](C1=CC=CC=C1)N (1S,2R,3R,4S,6R)-4,6-diamino-3-[(2R,3R,6S)-3-amino-6-[(R)-amino(phenyl)methyl]tetrahydropyran-2-yl]oxy-cyclohexane-1,2-diol